pentyl N-[6-[[[[(1-methyl-1H-tetrazol-5-yl)phenyl-methylene]amino]oxy]methyl]-2-pyridinyl]carbamate CN1N=NN=C1C(C1=CC=CC=C1)=NOCC1=CC=CC(=N1)NC(OCCCCC)=O